CC1=CC=C(C(=O)NNC(=O)C2N(CCCC2)C(=O)OC(C)(C)C)C=C1 tert-butyl 2-(2-(4-methylbenzoyl)hydrazine-1-carbonyl)piperidine-1-carboxylate